8-(4-chloro-2-fluorophenyl)-2,3-dimethyl-6-[(2S,4S)-2-(2-methylpyridin-4-yl)oxazin-4-yl]-3H,4H-pyrimido[5,4-d][1,3]diazin-4-one ClC1=CC(=C(C=C1)C1=NC(=NC2=C1N=C(N(C2=O)C)C)C2=CN(OC=C2)C2=CC(=NC=C2)C)F